4-[[(2R,3s,4r,5s)-3-(3,4-difluoro-2-methoxy-phenyl)-4,5-dimethyl-5-(trifluoromethyl)tetrahydrofuran-2-carbonyl]amino]-5-fluoro-pyridine-2-carboxamide FC=1C(=C(C=CC1F)[C@H]1[C@@H](O[C@@]([C@@H]1C)(C(F)(F)F)C)C(=O)NC1=CC(=NC=C1F)C(=O)N)OC